CC1=C(SC=CC=CC=C1)C Dimethyl-Thionine